S1CCN(CC1)C=1C=C2C(=CC=NC2=CC1)C(=O)O 6-thiomorpholinoquinoline-4-carboxylic acid